2-{3-[(1,3-benzothiazol-2-yl)amino]-7H-pyrrolo[2,3-c]pyridazin-7-yl}-5-[2-(2-fluorophenoxy)propyl]-1,3-thiazole-4-carboxylic acid S1C(=NC2=C1C=CC=C2)NC2=CC1=C(N=N2)N(C=C1)C=1SC(=C(N1)C(=O)O)CC(C)OC1=C(C=CC=C1)F